Isopropyl-N'-hydroxyguanidine C(C)(C)NC(=N)NO